OC=1N=C(SC1C(=O)OCC)C1=CC=2N(C=C1)N=CC2 ethyl 4-hydroxy-2-pyrazolo[1,5-a]pyridin-5-yl-thiazole-5-carboxylate